N-(9-azabicyclo[3.3.1]non-3-yl)-6-(2,8-dimethylimidazo[1,2-a]pyridin-6-yl)-N-methyl-[1,3]thiazolo[4,5-c]pyridin-2-amine C12CC(CC(CCC1)N2)N(C=2SC1=C(C=NC(=C1)C=1C=C(C=3N(C1)C=C(N3)C)C)N2)C